3-(3-Chloro-4-fluorophenyl)-1-methyl-1-(5-oxo-6,7,8,9,10,11-hexahydro-5H-cyclohepta[c]isoquinolin-11-yl)urea ClC=1C=C(C=CC1F)NC(N(C1CCCCC=2NC(C3=CC=CC=C3C21)=O)C)=O